3-amino-3-[(1-phenoxypropan-2-yl)carbamoyl]propionic acid NC(CC(=O)O)C(NC(COC1=CC=CC=C1)C)=O